3-(benzyloxy)-4,6-difluoro-2-iodoaniline C(C1=CC=CC=C1)OC=1C(=C(N)C(=CC1F)F)I